[Si](C)(C)(C(C)(C)C)OCC1=C(C=C(C=C1)C1(CCC1)O)OC 1-(4-(((tert-butyldimethylsilyl)oxy)methyl)-3-methoxyphenyl)cyclobutan-1-ol